(3S,4R)-4-{[5-chloro-7-(3,3-difluorobutan-2-yl)-6-iodopyrrolo[2,1-f][1,2,4]triazin-2-yl]amino}oxan-3-yl acetate C(C)(=O)O[C@@H]1COCC[C@H]1NC1=NN2C(C=N1)=C(C(=C2C(C)C(C)(F)F)I)Cl